N(N)C(=O)C=1C=CC(=NC1)CN(S(=O)(=O)C1CCN(CC1)C(=O)OC(C)(C)C)C1=CC=CC=C1 tert-butyl 4-(N-((5-(hydrazinecarbonyl)pyridin-2-yl)methyl)-N-phenylsulfamoyl)piperidine-1-carboxylate